3-ethoxy-1,3-benzenediol C(C)OC1(CC(=CC=C1)O)O